1,3,6-hexanetriamine C(CC(CCCN)N)N